N-((2-aminopyrimidin-5-yl)methyl)-5-(2,6-difluorophenyl)-3-ethylpyrazolo[1,5-a]pyrimidin-7-amine NC1=NC=C(C=N1)CNC1=CC(=NC=2N1N=CC2CC)C2=C(C=CC=C2F)F